bis{4-(naphthalen-2-yl)-phenyl}-(2'-phenyl-[1,1':4',1'']terphenyl-4''-yl)-amine C1=C(C=CC2=CC=CC=C12)C1=CC=C(C=C1)N(C1=CC=C(C=C1)C1=CC(=C(C=C1)C1=CC=CC=C1)C1=CC=CC=C1)C1=CC=C(C=C1)C1=CC2=CC=CC=C2C=C1